5-((3-isopropylphenyl)amino)-2,3-dioxo-2,3-dihydro-1H-pyrrolo[3,2-c]isoquinoline-7-carboxylic acid C(C)(C)C=1C=C(C=CC1)NC1=NC2=C(C=3C=CC(=CC13)C(=O)O)NC(C2=O)=O